5'-(4-amino-2,6-dichloro-phenoxy)spiro[cyclopropane-1,3'-indolin]-2'-one NC1=CC(=C(OC=2C=C3C4(C(NC3=CC2)=O)CC4)C(=C1)Cl)Cl